(2S)-2-amino-1-[4-[(R)-amino(4,5-dichloro-2-hydroxyphenyl)methyl]piperidin-1-yl]-3-hydroxypropan-1-one N[C@H](C(=O)N1CCC(CC1)[C@H](C1=C(C=C(C(=C1)Cl)Cl)O)N)CO